COC(=O)C1(CC2=CC=CC=C2C1)N(C([C@H](CC(C)C)NC(=O)OC(C)(C)C)=O)C (S)-2-(2-((tert-butoxycarbonyl)amino)-N,4-dimethylvaleramido)-2,3-dihydro-1H-indene-2-carboxylic acid methyl ester